CC1(C=CC=C1)[Ti](C1=CC=C(C=C1)C)(C1=CC=C(C=C1)C)C1(C=CC=C1)C bis-(methyl-cyclopentadienyl)di-p-tolyl-titanium